ClC1=CC2=C(C=C3N2C(=NN(C3=O)CC(=O)NC=3C=NC=CC3)C(C)C)S1 2-(2-Chloro-5-isopropyl-8-oxothieno[2',3':4,5]pyrrolo[1,2-d][1,2,4]triazin-7(8H)-yl)-N-(pyridin-3-yl)acetamid